methyl-Toluene Dicarbamate C(N)(O)=O.C(N)(O)=O.CCC1=CC=CC=C1